4'-propoxy-4-biphenyl-carbonitrile tert-butyl-(R)-3-(hydrazinecarbonyl)pyrrolidine-1-carboxylate C(C)(C)(C)OC(=O)N1C[C@@H](CC1)C(=O)NN.C(CC)OC1=CC=C(C=C1)C1=CC=C(C=C1)C#N